FC1=CC(=C(C=C1)N1N=C(C=C1C(=O)C1=CC(=NN1C)C#N)C)C(C)O 5-(1-(4-fluoro-2-(1-hydroxyethyl)phenyl)-3-methyl-1H-pyrazole-5-carbonyl)-1-methyl-1H-pyrazole-3-carbonitrile